C(C1=CC=CC=C1)OC(=O)N1[C@H]([C@@H]2O[C@@H]2C1)CC1=C(C(=CC=C1)Cl)F |r| Rac-(1S,2S,5R)-2-[(3-chloro-2-fluorophenyl)methyl]-6-oxa-3-azabicyclo[3.1.0]hexane-3-carboxylic acid benzyl ester